4-[2-(6-{[(Cyclobutylmethyl)amino]methyl}-1-oxo-3H-pyrrolo[3,4-c]pyridin-2-yl)-6-cyclopropylpyridin-4-yl]-3-(4-methyl-1,2,4-triazol-3-yl)benzonitrile C1(CCC1)CNCC1=CC2=C(C=N1)CN(C2=O)C2=NC(=CC(=C2)C2=C(C=C(C#N)C=C2)C2=NN=CN2C)C2CC2